C(C)(=O)OC[C@@H](C(=O)N[C@H](C(=O)OC)COC(C)=O)N1C(C2=CC=CC(=C2C1)C1=CC=C(C(=O)OC(C)(C)C)C=C1)=O tert-butyl 4-(2-((S)-3-acetoxy-1-(((S)-3-acetoxy-1-methoxy-1-oxopropan-2-yl)amino)-1-oxopropan-2-yl)-1-oxoisoindolin-4-yl)benzoate